C(C)(C)(C)[S@@](=O)N[C@@H]1C=2C=NC(=CC2CC12CCN(CC2)C(=O)OC(C)(C)C)C tert-butyl (7S)-7-[[(R)-tert-butylsulfinyl]amino]-3-methyl-spiro[5,7-dihydrocyclopenta[c]pyridine-6,4'-piperidine]-1'-carboxylate